1-[2-[2-[(2R)-2-benzyloxypropoxy]ethoxy]ethyl]-4-bromo-pyrazole C(C1=CC=CC=C1)O[C@@H](COCCOCCN1N=CC(=C1)Br)C